chloro-6-(1-isopropyl-1H-pyrazol-3-yl)-5-phenyl-2-(pyridin-2-yl)pyrrolo[2,1-f][1,2,4]triazine ClC1=NC(=NN2C1=C(C(=C2)C2=NN(C=C2)C(C)C)C2=CC=CC=C2)C2=NC=CC=C2